N6-methyladenosine-5'-monophosphate P(=O)(O)(O)OC[C@@H]1[C@H]([C@H]([C@@H](O1)N1C=NC=2C(NC)=NC=NC12)O)O